ClC=1C=C(C(=NC1)[C@H](C(F)(F)F)NC(=O)C=1C=C2CN(C(C2=CC1)=O)C1C(NC(CC1)=O)=O)F N-((R)-1-(5-Chloro-3-fluoropyridin-2-yl)-2,2,2-trifluoroethyl)-2-(2,6-dioxopiperidin-3-yl)-1-oxoisoindoline-5-carboxamide